4-(N,N-dimethylamino)-benzoic acid ethyl ester C(C)OC(C1=CC=C(C=C1)N(C)C)=O